ClC1=CC=C(C=C1)C(C)Cl 1-chloro-4-(1-chloroethyl)benzene